methacryloyloxyglycerol C(C(=C)C)(=O)OC(O)C(O)CO